[Cl-].C12(CC3CC(CC(C1)C3)C2)N2C=[N+](C=C2)C23CC1CC(CC(C2)C1)C3 1,3-Di(1-adamantyl)imidazolium chlorid